tris-(nonylphenyl) phosphate P(=O)(OC1=C(C=CC=C1)CCCCCCCCC)(OC1=C(C=CC=C1)CCCCCCCCC)OC1=C(C=CC=C1)CCCCCCCCC